C[C@H]1CN(CCN1)C=1C=CC=2N(C(C=C(N2)C=2C=C(C=3N(C2)C=C(N3)C)C(F)(F)F)=O)C1 7-[(3S)-3-methylpiperazin-1-yl]-2-[2-methyl-8-(trifluoromethyl)imidazo[1,2-a]pyridin-6-yl]-4H-pyrido[1,2-a]pyrimidin-4-one